(R)-7-(4-Chloro-3-(trifluoromethyl)benzoyl)-2-(isopropylamino)-6-methyl-3-((trans)-4-(5-methyl-4H-1,2,4-triazol-3-yl)cyclohexyl)-5,6,7,8-tetrahydropyrido[3,4-d]pyrimidin-4(3H)-one ClC1=C(C=C(C(=O)N2CC=3N=C(N(C(C3C[C@H]2C)=O)[C@@H]2CC[C@H](CC2)C2=NN=C(N2)C)NC(C)C)C=C1)C(F)(F)F